N1=CN=C(C=C1)N pyrimidiN-4-amine